1-((2R,5S)-4-(5-(7,8-dimethyl-[1,2,4]triazolo[1,5-a]pyridin-6-yl)-6-isopropyl-4H-pyrrolo[3,2-d]thiazol-2-yl)-2,5-dimethylpiperazin-1-yl)-2-(methylamino)ethan-1-one CC1=C(C=2N(C=C1C1=C(C=3N=C(SC3N1)N1C[C@H](N(C[C@@H]1C)C(CNC)=O)C)C(C)C)N=CN2)C